2-bromo-5-methylpyridin-4-ol BrC1=NC=C(C(=C1)O)C